N-(4-(2-(((1R,3R,4S)-4-amino-3-methylcyclohexyl)amino)-8-ethylquinazolin-6-yl)-2-fluoro-phenyl)-2-chloro-benzenesulfonamide N[C@@H]1[C@@H](C[C@@H](CC1)NC1=NC2=C(C=C(C=C2C=N1)C1=CC(=C(C=C1)NS(=O)(=O)C1=C(C=CC=C1)Cl)F)CC)C